5-[2-(dimethylamino)-4-(trifluoromethyl)pyrimidin-5-yl]-1-methyl-imidazole-2-carboxamide CN(C1=NC=C(C(=N1)C(F)(F)F)C1=CN=C(N1C)C(=O)N)C